C1OCC12CN(C2)C2=NC=CC(=N2)NC2=CC(=NO2)C2=C(C=C(C=C2)OC)F N-(2-(2-oxa-6-azaspiro[3.3]heptan-6-yl)pyrimidin-4-yl)-3-(2-fluoro-4-methoxyphenyl)isoxazol-5-amine